C(=CC)[Sn](CCCC)(CCCC)CCCC propenyl-tributyltin